4,6-Dichloro-5-iodopyrimidine ClC1=NC=NC(=C1I)Cl